COCCC1=CC=C(C=N1)C1=NN2C(N=CC=C2)=C1C(=O)N[C@@H]1C(NC2=C(C(=N1)C1=CC=CC=C1)C=CC=C2F)=O 2-[6-(2-methoxyethyl)-pyridin-3-yl]-N-[(3S)-9-fluoro-2-oxo-5-phenyl-1,3-dihydro-1,4-benzodiazepin-3-yl]pyrazolo[1,5-a]-pyrimidine-3-carboxamide